N-phenyl-N-[(2-methyl)allyl]benzamide C1(=CC=CC=C1)N(C(C1=CC=CC=C1)=O)CC(=C)C